FC1=CN(CC2=C(C(=C(C=C12)C1=NC=C(C=N1)C(C)(C)O)F)F)C[C@H]1C[C@H](CCC1)OC=1C=NNC(C1C(F)(F)F)=O 4,7,8-trifluoro-6-(5-(2-hydroxypropan-2-yl)pyrimidin-2-yl)-2-(((1R,3S)-3-((6-oxo-5-(trifluoromethyl)-1,6-dihydropyridazin-4-yl)oxy)cyclohexyl)methyl)isoquinolin